N'-hydroxy-5-((1-(5-(trifluoromethyl)pyridin-2-yl)-1H-pyrazol-3-yl)amino)pyridine ON1N(C=CC1NC=1C=CC=NC1)C1=NC=C(C=C1)C(F)(F)F